Decane-1,10-diyl dihexyl bis(vinylphosphonate) C(=C)P(OCCCCCCCCCCOP(OCCCCCC)(=O)C=C)(OCCCCCC)=O